3-methyldimethoxysilyl-N-(1,3-dimethyl-butylidene)propyl-Amine C[Si](CCCN=C(CC(C)C)C)(OC)OC